palladium dicyclohexyl[2',4',6'-tri(propan-2-yl)biphenyl-2-yl]phosphane C1(CCCCC1)P(C1=C(C=CC=C1)C1=C(C=C(C=C1C(C)C)C(C)C)C(C)C)C1CCCCC1.[Pd]